C(CCC)N1C2=CC(=C(C=C2C(C=2C1=CC(C1=NC3=C(C(=CC(C3=CC21)CCCC)F)F)=O)=O)F)F 5,12-dibutyl-2,3,9,10-tetrafluoroquinolino[2,3]acridine-7,14(5H,12H)-dione